(7-(3-(tert-butyl)phenoxy)-1-ethoxy-4-hydroxyisoquinoline-3-carbonyl)glycine C(C)(C)(C)C=1C=C(OC2=CC=C3C(=C(N=C(C3=C2)OCC)C(=O)NCC(=O)O)O)C=CC1